3-Aminopropyltripropoxysilan NCCC[Si](OCCC)(OCCC)OCCC